5-(3-(7-((3-((2,6-dimethylphenyl)amino)-1-methyl-1H-pyrazolo[3,4-d]pyrimidin-6-yl)amino)-3,4-dihydroisoquinolin-2(1H)-yl)azetidin-1-yl)-2-(2,6-dioxopiperidin-3-yl)isoindoline CC1=C(C(=CC=C1)C)NC1=NN(C2=NC(=NC=C21)NC2=CC=C1CCN(CC1=C2)C2CN(C2)C=2C=C1CN(CC1=CC2)C2C(NC(CC2)=O)=O)C